ClC1=NC(=C(C(=C1C#N)C1CC1)C#N)N1CCOCC1 2-chloro-4-cyclopropyl-6-morpholinopyridine-3,5-dicarbonitrile